C1(CCCCC1)(N)N racemic-cyclohexanediamine